NC1=C2C(NC(C2=CC(=C1)Br)=O)C1=C(C=CC(=C1)F)Cl 4-amino-6-bromo-3-(2-chloro-5-fluorophenyl)-2,3-dihydro-1H-isoindol-1-one